[Na].S1C(=NCC1)SSCCCC thiazolinyl-dithiobutane sodium